CC(C(=O)NS(=O)(=O)C)(C)C 2,2-dimethyl-N-(methanesulfonyl)propionamide